1'-((2-ethyl-3-carbonyl-3,4-dihydroquinoxalin-6-yl)methyl)-N-methyl-1',2',3',6'-tetrahydro-[3,4'-bipyridine]-6-carboxamide C(C)C1=NC2=CC=C(C=C2NC1=C=O)CN1CCC(=CC1)C=1C=NC(=CC1)C(=O)NC